ClC1=CC(=C(C=C1)N(S(=O)(=O)C=1C=C(C=CC1)C)CC)CN(C(C)=O)CC=1OC=CC1 5-(N-(4-chloro-2-((N-(furan-2-ylmethyl)acetamido)methyl)phenyl)-N-ethylsulfamoyl)-3-methylbenzene